C(C)(C)(C)C1=CC=C(NC=2C(=NC=CN2)C2=NOC(N2)=O)C=C1 3-[3-(4-tert-butylanilino)pyrazin-2-yl]-4H-1,2,4-oxadiazol-5-one